C(CCCCCCCCCCCCCCCCCC)(=O)N(CCC(=O)O)C N-nonadecanoyl-N-methyl-β-alanine